N-(methyl(oxo)(pyridin-3-yl)-λ6-sulfaneylidene)-4-((5-(trifluoromethyl)-1,2,4-oxadiazol-3-yl)methyl)benzamide CS(=NC(C1=CC=C(C=C1)CC1=NOC(=N1)C(F)(F)F)=O)(C=1C=NC=CC1)=O